CS(=NC1=CC(=NC2=CC=CC=C12)COC1=CC=C(C=C1)C1=NNC=C1C1=CC=NC=C1)(=O)C Dimethyl-oxo-[[2-[[4-[4-(4-pyridinyl)-1H-pyrazol-3-yl]phenoxy]methyl]-4-quinolinyl]imino]-lambda6-sulfane